(R/S)-(4-(5-(1-methyl-1H-pyrazol-5-yl)benzo[d]oxazol-2-yl)pyridin-2-yl)(4-((5-methyl-2H-tetrazol-2-yl)(phenyl)methyl)piperidin-1-yl)methanone CN1N=CC=C1C=1C=CC2=C(N=C(O2)C2=CC(=NC=C2)C(=O)N2CCC(CC2)[C@H](C2=CC=CC=C2)N2N=C(N=N2)C)C1 |r|